N1CCC(CC1)NC1=CC(=NC=N1)C(=O)N 6-(piperidin-4-ylamino)pyrimidine-4-carboxamide